C(N)(=O)C=1C=CC(=C(C1)[C@@H](C(=O)O)C)C1=CC2=C(C=N1)N=NN2[C@H](C)C2=C(C(=CC=C2Cl)C2CC2)Cl (S)-2-(5-carbamoyl-2-(1-((R)-1-(2,6-dichloro-3-cyclopropylphenyl)ethyl)-1H-[1,2,3]triazolo[4,5-c]pyridin-6-yl)phenyl)propanoic acid